8-methoxyl-5-Nitroquinoline-3-carboxylic acid ethyl ester C(C)OC(=O)C=1C=NC2=C(C=CC(=C2C1)[N+](=O)[O-])OC